ClC1=C(C=CC=C1)C(\C=C\C1=CC=C(C=C1)\C=C\C(=O)C1=CC(=C(C=C1)Cl)Cl)=O (E)-1-(2-chlorophenyl)-3-(4-((E)-3-(3,4-dichlorophenyl)-3-oxoprop-1-en-1-yl)phenyl)prop-2-en-1-one